2'-chloro-5'-methoxy-6-methyl-N-(5-(6-methylpicolinoyl)-5,6-dihydro-4H-pyrrolo[3,4-d]thiazol-2-yl)-[4,4'-bipyridine]-3-carboxamide ClC1=NC=C(C(=C1)C1=C(C=NC(=C1)C)C(=O)NC=1SC2=C(N1)CN(C2)C(C2=NC(=CC=C2)C)=O)OC